(S)-2-((ethyloxycarbonyl) amino)-3-oxo-3-((1-(m-tolyl)-1H-indazol-6-yl)amino)propyl acetate C(C)(=O)OC[C@@H](C(NC1=CC=C2C=NN(C2=C1)C=1C=C(C=CC1)C)=O)NC(=O)OCC